FC(C(=O)O)(F)F.C(C)N(CC)CCOC([C@@H](N)CCSC)=O methionine-diethylaminoethyl ester trifluoroacetate